C1(CC1)C=1N=NN(C1)[C@H](C(=O)N1[C@@H](C[C@H](C1)O)C(=O)NC(C)C=1OC(=CN1)C1=CC=C(C=C1)F)C(C)(C)C (2S,4R)-1-[(2S)-2-(4-cyclopropyltriazol-1-yl)-3,3-dimethyl-butanoyl]-N-[1-[5-(4-fluorophenyl)oxazol-2-yl]ethyl]-4-hydroxy-pyrrolidine-2-carboxamide